N1[C@@H](CCC1)[C@H](C[C@H](CCCCCCCCCCCCC)O)O {1S,3S}-1-((S)-pyrrolidin-2-yl)hexadecane-1,3-diol